FC(C1=C(C=CC=C1)S(=O)(=O)O)(F)F.C(O)C(C(C1=CC=CC=C1)=O)(O)C1=CC=CC=C1 α-methylolbenzoin 2-trifluoromethylbenzenesulfonate